FC=1C=C2C(C=C(OC2=C(C1)C(C)NC1=C(C(=O)O)C=CC=C1)C1=CC2=CN(N=C2C=C1)C)=O 2-((1-(6-Fluoro-2-(2-methyl-2H-indazol-5-yl)-4-oxo-4H-chromen-8-yl)ethyl)amino)benzoic acid